N[C@@H](C(C)C)C(=O)N[C@@H](CC(=O)[O-])C(=O)[O-] Valyl-Aspartate